[Br-].NC1=[N+](C=C(C(=C1)OCC)Br)CC#C 2-amino-5-bromo-4-ethoxy-1-(prop-2-yn-1-yl)pyridin-1-ium bromide